C(CC(C(CCCCC)O)O)O 1,3,4-nonantriol